3-bromobenzo[4,5]thieno[3,2-B]thiophene BrC=1C2=C(SC1)C1=C(S2)C=CC=C1